Cl.C1N(CCC12CCNCC2)C(=O)OC(C)(C)C tert-butyl 2,8-diazaspiro[4.5]decane-2-carboxylate hydrochloride